C(#N)C(C)NC(=O)NC=1C=NN2C1N=C(C=C2NC)NC2=CC=CC=1OCCOC12 1-(1-cyanoethyl)-3-(5-((2,3-dihydrobenzo[b][1,4]dioxin-5-yl)amino)-7-(methylamino)pyrazolo[1,5-a]pyrimidin-3-yl)urea